diethylaniline CCN(CC)C1C=CC=CC=1